N-(3-chloro-4-fluorophenyl)-6,7-dimethoxyquinazolin-4-amine ClC=1C=C(C=CC1F)NC1=NC=NC2=CC(=C(C=C12)OC)OC